C1(CC1)C=1C=C(C(=O)O)C=CC1C1=CN(C2=NC=C(C=C21)C=2C(=NOC2C)C)[C@@H](C)C2=NC=CC=C2 (S)-3-cyclopropyl-4-(5-(3,5-dimethylisoxazol-4-yl)-1-(1-(pyridin-2-yl)ethyl)-1H-pyrrolo[2,3-b]pyridin-3-yl)benzoic acid